COC=1C=C2CCN3C(C2=CC1C1=NN(C=C1)C)=C(N=C3C(=O)OCC)C=3SC=CC3 ethyl 8-methoxy-9-(1-methyl-1H-pyrazol-3-yl)-1-(thiophen-2-yl)-5,6-dihydroimidazo[5,1-a]isoquinoline-3-carboxylate